CC(C(=O)NC1=NC=CC(=C1)C#C[Si](C)(C)C)(C)C 2,2-dimethyl-N-[4-(2-trimethylsilylethynyl)-2-pyridyl]propanamide